5-(3,5-diaminopiperazin-1-yl)-2,3-dihydro-1,4-benzodioxine NC1CN(CC(N1)N)C1=CC=CC=2OCCOC21